5-amino-8-fluoro-3-(2-(trifluoromethyl)benzyl)benzo[d][1,2,3]triazin-4(3H)-one NC1=CC=C(C=2N=NN(C(C21)=O)CC2=C(C=CC=C2)C(F)(F)F)F